The molecule is a homodetic cyclic peptide which is a heptapeptide isolated from a marine fungus Scytalidium sp. It exhibits significant cytotoxicity against human colon carcinoma tumour cell line HCT-116. It has a role as a metabolite and an antineoplastic agent. It is a homodetic cyclic peptide and a macrocycle. CC(C)C[C@H]1C(=O)N2CCC[C@H]2C(=O)N([C@H](C(=O)NC(C(=O)N[C@H](C(=O)N([C@H](C(=O)N[C@H](C(=O)N1)CC3=CC=CC=C3)CC4=CC=CC=C4)C)CC5=CC=CC=C5)(C)C)CC(C)C)C